N-methylaminoacetic acid sodium salt [Na+].CNCC(=O)[O-]